N[C@H]1CCCC(C(NC=2C=NC=CC2C=2C=CN=C1C2)=O)C (14S)-14-amino-10-methyl-5,8,16-triazatricyclo[13.3.1.02,7]nonadeca-1(19),2(7),3,5,15,17-hexaen-9-one